2-[3,5-dichloro-4-(1H-indol-5-yl-oxy)phenyl]-3,5-dioxO-4H-1,2,4-triazine-6-carbonitrile ClC=1C=C(C=C(C1OC=1C=C2C=CNC2=CC1)Cl)N1N=C(C(NC1=O)=O)C#N